ethyl 1-(3,5-bistrifluoromethylphenyl)-5-amino-1H-pyrazole-4-carboxylate FC(C=1C=C(C=C(C1)C(F)(F)F)N1N=CC(=C1N)C(=O)OCC)(F)F